ClC1=CC=CC(=N1)C1=NC(=NC(=N1)NC=1C=NC(=CC1)F)NCC(C)(O)C (4-(6-chloropyridin-2-yl)-6-(6-fluoropyridin-3-ylamino)-1,3,5-triazin-2-ylamino)-2-methylpropan-2-ol